ethyl 2-(2-bromo-4-chloro-phenyl)acetate BrC1=C(C=CC(=C1)Cl)CC(=O)OCC